C(C1=CC=CC=C1)OC=1C=NN(C1)C=1N=C2N(C=C(C=C2)C(F)(F)F)C1SCC 2-[4-(benzyloxy)-1H-pyrazol-1-yl]-3-(ethylthio)-6-(trifluoromethyl)imidazo[1,2-a]pyridine